2,4-di-oxopentanedioic acid O=C(C(=O)O)CC(C(=O)O)=O